(2R,3S,4S,5R)-3-(5-chloro-3,4-difluoro-2-methoxy-phenyl)-4,5-dimethyl-5-(trifluoromethyl)tetrahydrofuran-2-carboxylic acid ClC=1C(=C(C(=C(C1)[C@H]1[C@@H](O[C@]([C@H]1C)(C(F)(F)F)C)C(=O)O)OC)F)F